N-isopropyl-4-methoxy-N-methyltryptamine C(C)(C)N(CCC1=CNC2=CC=CC(=C12)OC)C